1-(2-methylpyridin-3-yl)-7-(trifluoromethyl)-5-vinylpyrido[2,3-d]pyrimidine-2,4(1H,3H)-dione CC1=NC=CC=C1N1C(NC(C2=C1N=C(C=C2C=C)C(F)(F)F)=O)=O